ClC1=NC(=NC(=C1C(=O)OCC)N(C)C)SC ethyl 4-chloro-6-(dimethylamino)-2-(methylsulfanyl)pyrimidine-5-carboxylate